((1S,3S)-3-((5-(difluoromethoxy)pyrimidin-2-yl)amino)cyclopentyl)amino-2-oxo-2H-[1,3'-bipyridine]-5'-carboxamide FC(OC=1C=NC(=NC1)N[C@@H]1C[C@H](CC1)NC=1C(N(C=CC1)C=1C=NC=C(C1)C(=O)N)=O)F